CN(C)CC1=C(N)C=CC(=C1)OC 2-((dimethylamino)methyl)-4-methoxyaniline